BrC1=CC=CC=2C3=CC=CC=C3C3(C12)C1=CC=CC=C1N(C=1C=CC=CC13)C1=CC=CC=C1 bromo-10-phenyl-10H-spiro[acridine-9,9'-fluorene]